[(2S,3S,4R,5R)-5-[2-chloro-4-[(3,3-difluoro-cyclopentyl)amino]-pyrrolo[2,3-d]-pyrimidin-7-yl]-3,4-dihydroxy-tetrahydro-furan-2-yl]methyl-sulfonylmethylphosphonic acid ClC=1N=C(C2=C(N1)N(C=C2)[C@H]2[C@@H]([C@@H]([C@H](O2)CS(=O)(=O)CP(O)(O)=O)O)O)NC2CC(CC2)(F)F